C[C@@H]1CC[C@H](C2=C1CCC(=C2)C)[C@H](C)CCC=C(C)C The molecule is a carbobicylic compound that is 1,2,3,4,5,6-hexahydronaphthalene which is carrying a (6S)-2-methylhept-2-en-6-yl group at position 1 and methyl groups at positions 4R and 7. It is a carbobicyclic compound, a diterpene and an olefinic compound.